bis((4R,4aS,7aR,12bS)-3-allyl-4a-hydroxy-7-oxo-2,3,4,4a,5,6,7,7a-octahydro-1H-4,12-methanobenzofuro[3,2-e]isoquinolin-9-yl) (cyclohexane-1,4-diylbis(methylene)) bis(carbonate) C(OC1=CC=C2C3=C1O[C@@H]1[C@]34CCN([C@@H]([C@@]4(CCC1=O)O)C2)CC=C)(OCC2CCC(CC2)COC(OC2=CC=C1C4=C2O[C@@H]2[C@]43CCN([C@@H]([C@@]3(CCC2=O)O)C1)CC=C)=O)=O